([1,1'-Biphenyl]-4-yl)-3'-(naphthalen-1-yl)[1,1'-biphenyl]-4-amine C1(=CC=C(C=C1)C1=C(C=CC(=C1)N)C1=CC(=CC=C1)C1=CC=CC2=CC=CC=C12)C1=CC=CC=C1